N-(2-aminoethyl)-N-(2-chloroethyl)-5-(2-[[(2E)-3-(tetramethyl-1,3,2-dioxaborolan-2-yl)prop-2-en-1-yl]oxy]ethyl)pyridin-2-amine NCCN(C1=NC=C(C=C1)CCOC\C=C\B1OC(C(O1)(C)C)(C)C)CCCl